2-(N-(1-(benzo[d]thiazol-2-yl)piperidin-4-yl)methylsulfonamido)-N-(2-oxo-2-(prop-2-yn-1-ylamino)ethyl)acetamide S1C(=NC2=C1C=CC=C2)N2CCC(CC2)N(S(=O)(=O)C)CC(=O)NCC(NCC#C)=O